FC=1C=C2C(=CNC2=C(C1)F)CCN(C(C)C=C)C N-(2-(5,7-difluoro-1H-indol-3-yl)ethyl)-N-methylbut-3-en-2-amine